C1(CC1)CO[C@H](C(=O)OC)C(C)(C)C methyl (S)-2-(cyclopropylmethoxy)-3,3-dimethylbutanoate